C(C)C1=C(C(=O)N)C=CC=C1 ethyl-benzamide